(2-((6-Methoxy-2-methyl-1,2,3,4-tetrahydroisoquinolin-7-yl)amino)-8-(4-methylpyridin-3-yl)quinazolin-5-yl)carbamic acid tert-butyl ester C(C)(C)(C)OC(NC1=C2C=NC(=NC2=C(C=C1)C=1C=NC=CC1C)NC1=C(C=C2CCN(CC2=C1)C)OC)=O